5-(((R)-hexahydropyrrolo[1,2-a]pyrazin-2(1H)-yl)methyl)pyridin C1[C@@H]2N(CCN1CC=1C=CC=NC1)CCC2